4-((1,4-dioxan-2-yl)methoxy)-3-nitrobenzenesulfonamide O1C(COCC1)COC1=C(C=C(C=C1)S(=O)(=O)N)[N+](=O)[O-]